C1(=CC=CC=C1)C(CCC)C=1C=C(C=C(C1)O)O 5-(1-Phenylbutyl)benzene-1,3-diol